ClC1=C(C=CC(=C1)CC(C(CC1CC1)=O)C(C1=CC=C(C=C1)F)=O)S(=O)(=O)N(CC1=CC=C(C=C1)OC)CC1=CC=C(C=C1)OC 2-chloro-4-[4-cyclopropyl-2-(4-fluorobenzoyl)-3-oxobutyl]-N,N-bis[(4-methoxyphenyl)methyl]benzenesulfonamide